N5-(2-((S)-2-(4-isobutylphenyl)propanamido)ethyl)-L-glutamine C(C(C)C)C1=CC=C(C=C1)[C@@H](C(=O)NCCNC(CC[C@H](N)C(=O)O)=O)C